6-chloro-3-(((R)-1-(3,6-dimethyl-2-((R*)-3-(1-methyl-1H-pyrazol-4-yl)piperidin-1-yl)-4-oxo-3,4-dihydroquinazolin-8-yl)ethyl)amino)-N-(methylsulfonyl)picolinamide ClC1=CC=C(C(=N1)C(=O)NS(=O)(=O)C)N[C@H](C)C=1C=C(C=C2C(N(C(=NC12)N1C[C@H](CCC1)C=1C=NN(C1)C)C)=O)C |o1:29|